C(C)(=O)N1CCC(CC1)CC(=O)O 2-(1-acetylpiperidin-4-yl)acetic acid